C12CN(CC(N1)C2)C=2C1=C(N=C(N2)OCC23CCCN3CCC2)C(=C(N=C1)C1=CC(=CC2=CC=C(C(=C12)C#C)F)O)F 4-(4-(3,6-Diazabicyclo[3.1.1]heptan-3-yl)-8-fluoro-2-((tetrahydro-1H-pyrrolizin-7a(5H)-yl)methoxy)pyrido[4,3-d]pyrimidin-7-yl)-5-ethynyl-6-fluoronaphthalen-2-ol